1-(difluoromethyl)-3-iodo-5-ethyl-pyrazole FC(N1N=C(C=C1CC)I)F